ClCC1=C(C=CC=C1)CC (1-chloromethyl)-2-ethylbenzene